ethyl (S)-2-(5-amino-3-bromo-4-cyano-1H-pyrazol-1-yl)propanoate NC1=C(C(=NN1[C@H](C(=O)OCC)C)Br)C#N